C(C)(C)O[Ti]OC(C)C di-iso-propoxytitanium